ClC=1C(=NC=CC1)NC=1C=NC(=CC1)C(F)(F)F 3-chloro-N-(6-(trifluoromethyl)pyridin-3-yl)pyridin-2-amine